2-bromo-2-(6-fluoro-1,3-dimethyl-1H-indazole-4-yl)acetate BrC(C(=O)[O-])C1=C2C(=NN(C2=CC(=C1)F)C)C